5-fluoro-N-(8-fluoro-6-oxo-1,2,3,4,5,6-hexahydrophenanthridin-1-yl)-N-methyl-1H-indole-2-carboxamide FC=1C=C2C=C(NC2=CC1)C(=O)N(C)C1CCCC=2NC(C3=CC(=CC=C3C12)F)=O